C1(CCCCC1)N1C(N(C(C1=O)=CC1=CC=C(C=C1)N(C)C)C)=[Se] 3-cyclohexyl-5-(4-(dimethylamino)benzylidene)-1-methyl-2-selenoxoimidazolidin-4-one